N1CC(C1)NC1=C(C=NC=C1)[N+](=O)[O-] N-(Azetidin-3-yl)-3-nitropyridin-4-amine